ClC=1C=C2C(=CN=C(C2=CN1)OC1CN(C1)C(=O)C1CC1)[C@@H](CC)N[S@@](=O)C(C)(C)C (S)-N-((R)-1-(6-chloro-1-((1-(cyclopropanecarbonyl)azetidin-3-yl)oxy)-2,7-naphthyridin-4-yl)propyl)-2-methylpropan-2-sulfinamide